1-[2-[3-hydroxy-3-(trifluoromethyl)pyrrolidin-1-yl]-2-oxoethyl]-1'-(1H-indazole-5-carbonyl)-4-methylspiro[indole-3,4'-piperidin]-2-one OC1(CN(CC1)C(CN1C(C2(CCN(CC2)C(=O)C=2C=C3C=NNC3=CC2)C2=C(C=CC=C12)C)=O)=O)C(F)(F)F